methyl 2-(3-hydroxy-4-methyl-5-(((trifluoromethyl) sulfonyl)oxy)picolinamido)acetate OC=1C(=NC=C(C1C)OS(=O)(=O)C(F)(F)F)C(=O)NCC(=O)OC